(3R)-3-cyclopentyl-3-(4-(7-(2-(4-(1-oxoisoindolin-2-yl)phenyl)butyryl)-7H-pyrrolo[2,3-d]pyrimidin-4-yl)-1H-pyrazol-1-yl)propionitrile C1(CCCC1)[C@@H](CC#N)N1N=CC(=C1)C=1C2=C(N=CN1)N(C=C2)C(C(CC)C2=CC=C(C=C2)N2C(C1=CC=CC=C1C2)=O)=O